C1(CC1)C1=NNC(=C1)NC(CC)=O N-(3-cyclopropyl-1H-pyrazol-5-yl)propanamide